C(C)(=O)[O-].C(C)[NH+](CC)CC triethylammonium acetic acid salt